(S)-5-chloro-4-((1-(4-chlorophenyl)ethyl)amino)-N-(2,4-dimethoxybenzyl)-2-fluorobenzyl-N-(thiazol-2-yl)benzenesulfonamide ClC=1C(=CC(=C(CC2=C(C=CC=C2)S(=O)(=O)N(C=2SC=CN2)CC2=C(C=C(C=C2)OC)OC)C1)F)N[C@@H](C)C1=CC=C(C=C1)Cl